2-{[(4aS,7aR)-1-(2-methanesulfonylethyl)-octahydro-1H-cyclopenta[b]pyridin-4a-yl]methoxy}-8-fluoro-4-(1,4-oxazepan-4-yl)pyrido[4,3-d]pyrimidin CS(=O)(=O)CCN1[C@H]2[C@@](CCC1)(CCC2)COC=2N=C(C1=C(N2)C(=CN=C1)F)N1CCOCCC1